The molecule is a furofuran that is cis-tetrahydro-1H,3H-furo[3,4-c]furan substituted by a 6-hydroxy-1,3-benzodioxol-5-yl group at position 1S and a 1,3-benzodioxol-5-yl group at position 4S. It is metabolite found in sesame seeds. It has a role as a plant metabolite and an antioxidant. It is a member of benzodioxoles, a furofuran and an organic hydroxy compound. C1[C@H]2[C@H](CO[C@@H]2C3=CC4=C(C=C3O)OCO4)[C@H](O1)C5=CC6=C(C=C5)OCO6